1-(6-methylpyridin-2-yl)-3-(5-oxo-1-phenylpyrrolidin-3-yl)urea CC1=CC=CC(=N1)NC(=O)NC1CN(C(C1)=O)C1=CC=CC=C1